5-(tetrahydro-2H-pyran-4-yl)-N-(2-(4-(thiazol-4-ylmethyl)piperazin-1-yl)-5-(trifluoromethyl)phenyl)furan-2-carboxamide O1CCC(CC1)C1=CC=C(O1)C(=O)NC1=C(C=CC(=C1)C(F)(F)F)N1CCN(CC1)CC=1N=CSC1